C(#C)OC1=C(C=O)C=C(C(=C1)C=O)OC#C 2,5-diacetyleneoxyterephthalaldehyde